N-(BUTAN-2-YL)-2-(2-FORMYLPHENOXY)PROPANAMIDE CC(CC)NC(C(C)OC1=C(C=CC=C1)C=O)=O